C1(=CC=CC=C1)C(C1=CC=CC=C1)=NC1=CC=C(C=C1)C1=N[C@H](C=2N(C3=C1C(=C(S3)C)C)C(=NN2)C)CC(=O)OC(C)(C)C tert-butyl (S)-2-(4-(4-((diphenylmethylene)amino)phenyl)-2,3,9-trimethyl-6H-thieno[3,2-f][1,2,4]triazolo[4,3-a][1,4]diazepin-6-yl)acetate